lithium chromite [Cr](=O)([O-])[O-].[Li+].[Li+]